C(C)(C)(C)OC(=O)N1CC2=CC=C(C=C2CC1)NC1=NC=C(C(=N1)NC1=C(C=CC=C1)C(NC)=O)Br 6-[5-bromo-4-(2-methylcarbamoyl-phenylamino)-pyrimidin-2-ylamino]-3,4-dihydro-1H-isoquinoline-2-carboxylic acid tert-butyl ester